9-deazaguanine N1C(N)=NC=2C=CNC2C1=O